5-chloro-1'-[2-({2-oxo-3-[(cis)-3-hydroxy-3-methylcyclobutyl]-1H,2H,3H-imidazo[4,5-b]pyridin-6-yl}oxy)ethyl]-1,2-dihydrospiro[indole-3,4'-piperidin]-2-one ClC=1C=C2C(=CC1)NC(C21CCN(CC1)CCOC=1C=C2C(=NC1)N(C(N2)=O)C2CC(C2)(C)O)=O